C(C1=CC=CC=C1)[C@H](NC([C@@H](NC([C@@H](NC(C[N+]1(CCOCC1)[O-])=O)CCC1=CC=CC=C1)=O)CC(C)C)=O)C(N[C@@H](CC(C)C)C(=O)[C@@]1(OC1)C)=O 4-((4S,7S,10S,13S)-10-benzyl-7-isobutyl-15-methyl-13-((R)-2-methyloxirane-2-carbonyl)-2,5,8,11-tetraoxo-4-phenylethyl-3,6,9,12-tetraazahexadecyl)morpholine-4-oxide